FC1=C(C=C(O[C@H](C(=O)O)CC)C=C1)C(F)(F)F (S)-2-(4-fluoro-3-(trifluoromethyl)phenoxy)butanoic acid